(+)-(4aR,8aS)-6-[4-[2-(4-Chloropyridin-3-yl)ethynyl]piperidine-1-carbonyl]-4,4a,5,7,8,8a-hexahydropyrido[4,3-b][1,4]oxazin-3-one ClC1=C(C=NC=C1)C#CC1CCN(CC1)C(=O)N1C[C@@H]2[C@@H](OCC(N2)=O)CC1